FC1=C(C=C(C=C1)F)[C@@H]1N(OCC1)C1=CC(=NC=N1)NC1=CC(=C(C=C1)N1CCC(CC1)N1CCN(CC1)C)OC (R)-6-(3-(2,5-difluorophenyl)isooxazolidin-2-yl)-N-(3-methoxy-4-(4-(4-methylpiperazine-1-yl)piperidin-1-yl)phenyl)pyrimidin-4-amine